m-fluorocinnamaldehyde FC=1C=C(C=CC=O)C=CC1